CC12CCCC(C1)C2 methyl-bicyclo[3.1.1]heptane